N-alpha-(9-Fluorenylmethyloxycarbonyl)-O-benzyl-L-tyrosine C1=CC=C(C=C1)COC2=CC=C(C=C2)C[C@@H](C(=O)O)NC(=O)OCC3C4=CC=CC=C4C5=CC=CC=C35